salicylic acid-2-acetamidophenyl ester C(C)(=O)NC1=C(C=CC=C1)OC(C=1C(O)=CC=CC1)=O